C1(CC1)C1=CSC2=C1N=C(N=C2OC)OC 7-Cyclopropyl-2,4-dimethoxythieno[3,2-d]pyrimidine